N-(3-(4-(dimethylamino)-2',3',5',6'-tetrahydrospiro[chromane-2,4'-pyran]-7-yl)-4-methylphenyl)-2-(trifluoromethyl)isonicotinamide CN(C1CC2(CCOCC2)OC2=CC(=CC=C12)C=1C=C(C=CC1C)NC(C1=CC(=NC=C1)C(F)(F)F)=O)C